N,N-dimethylaminopropylamin CNN(NC)CCC